2,2,2-Trifluoroethyl 2,2-dimethyl-3-(7-methyl-3-phenyl-1H-indazol-1-yl)propanoate CC(C(=O)OCC(F)(F)F)(CN1N=C(C2=CC=CC(=C12)C)C1=CC=CC=C1)C